4-hydroxy-hexyloxy-4-cyanobiphenyl OC(CCCOC1=C(C=CC(=C1)C#N)C1=CC=CC=C1)CC